C1(=CC=CC=C1)C=1NC2=C(N1)C=CC(=C2)C2=NC1=C(N2)C=C(C=C1)C(=N)C=1NCCCN1 (2'-phenyl-1H,3'H-[2,5'-bibenzo[d]imidazol]-6-yl)(1,4,5,6-tetrahydropyrimidin-2-yl)methanimine